(Z)-6-(5-fluoro-2-oxoindole-3-ylidene)-2-methyl-N-(2-(4-methylpiperazin-1-yl)ethyl)-1,4,5,6-Tetrahydrocyclopenta[b]pyrrole-3-carboxamide FC=1C=C2/C(/C(NC2=CC1)=O)=C/1\CCC2=C1NC(=C2C(=O)NCCN2CCN(CC2)C)C